IC=1C=CC(=C(CNC2C(NCCC2)C2=CC=CC=C2)C1)OC(F)(F)F N-(5-iodo-2-(trifluoromethoxy)benzyl)-2-phenylpiperidin-3-amine